C(C)(C)(C)OC(=O)N1CC2=C(C3=C(N=CN=C3NC3=CC(=C(C=C3)OC3=CC(=CC=C3)Br)C)S2)CC1 4-((4-(3-bromophenoxy)-3-methylphenyl)amino)-5,6-dihydropyrido[4',3':4,5]thieno[2,3-d]pyrimidine-7(8H)-carboxylic acid tert-butyl ester